2-(6-hydroxy-3-oxo-3H-xanthen-9-yl)benzamide OC=1C=C2OC3=CC(C=CC3=C(C2=CC1)C1=C(C(=O)N)C=CC=C1)=O